(5,8-dihydro-6H-pyrano[3,4-b]pyridin-3-yl)methanol N1=C2C(=CC(=C1)CO)CCOC2